FC1=CC=C(CCNC(=O)C2CN(CCN2C(CCCCCCC)=O)C(=O)C2=CC=C(C(=O)N3C[C@H]([C@@H](C3)C(=O)N[C@@H]3[C@H](C3)C3=CC=CC=C3)C(=O)N[C@@H]3[C@H](C3)C3=CC=CC=C3)C=C2)C=C1 (3S,4S)-1-(4-(3-((4-fluorophenethyl)carbamoyl)-4-octanoylpiperazine-1-carbonyl)benzoyl)-N3,N4-bis((1S,2R)-2-phenylcyclopropyl)pyrrolidine-3,4-dicarboxamide